C(C)(C)(C)OC(=O)N1[C@@H](CCC1)[C@@]1(OC2=C(C1)C(=C(C(=C2)F)Cl)C2=C(C(=NC=C2C(=O)O)O[C@@H]2[C@@H](CC2)O)F)C2=CC=CC=C2 |o1:8,12,33,34| rel-4-((S)-2-((S)-1-(tert-butoxycarbonyl)pyrrolidin-2-yl)-5-chloro-6-fluoro-2-phenyl-2,3-dihydrobenzofuran-4-yl)-5-fluoro-6-((1S,2R)-2-hydroxycyclobutoxy)nicotinic acid